COC(C(CC1=CC=C(C=C1)N(CC(C)Cl)CC(C)Cl)N)=O 2-amino-3-(4-(bis(2-chloropropyl)amino)phenyl)propionic acid methyl ester